ClC=1C=C2C=CN(C2=C(C1)B1OC(C(O1)(C)C)(C)C)C[C@@H]1CN(CCO1)C(=O)OC(C)(C)C tert-butyl (R)-2-((5-chloro-7-(4,4,5,5-tetramethyl-1,3,2-dioxaborolan-2-yl)-1H-indol-1-yl)methyl)morpholine-4-carboxylate